BrC=1C(=NC=NC1)NC1=C(C=C(C=C1)N1N=CC(=C1)OC)P(=O)(C)C 5-bromo-4-((2-(dimethylphosphoryl)-4-(4-methoxy-1H-pyrazol-1-yl)phenyl)amino)pyrimidin